4-(3-methyl-2-oxo-1,3-benzoxazol-6-yl)-3,6-dihydro-2H-pyridine-1-carboxylic acid benzyl ester C(C1=CC=CC=C1)OC(=O)N1CCC(=CC1)C1=CC2=C(N(C(O2)=O)C)C=C1